N=1C(N=C2C1C=CC=C2)=C(C2=C(NC1=CC=C(C=C21)NC2CCN(CC2)CC)O)C2=CC(=CC(=C2)F)F 3-[Benzimidazol-2-ylidene-(3,5-difluorophenyl)methyl]-5-[(1-ethylpiperidin-4-yl)amino]-1H-indol-2-ol